2-(7-(1-(Tert-Butoxycarbonyl)piperidin-4-yl)-1-(cyclopropylmethyl)-5-fluoro-1H-indol-2-yl)-4-methoxy-3-methylpyrazolo[1,5-a]pyridine-6-carboxylic acid methyl ester COC(=O)C=1C=C(C=2N(C1)N=C(C2C)C=2N(C1=C(C=C(C=C1C2)F)C2CCN(CC2)C(=O)OC(C)(C)C)CC2CC2)OC